5-chloro-4-fluoro-6-methyl-1-(p-toluenesulfonyl)pyrrolo[2,3-b]pyridine ClC=1C(=C2C(=NC1C)N(C=C2)S(=O)(=O)C2=CC=C(C)C=C2)F